C(C)(C)OC(=O)[C@@H]1C=C[C@@H](C1)NC(C(C(=O)O)OC)=O 3-[[(1R,4S)-4-isopropoxycarbonylcyclopent-2-en-1-yl]amino]-2-methoxy-3-oxo-propionic acid